OC1(CCN(CC1)C(=O)C1=CC=C(C=C1)C1=C(C=CC=C1)NS(=O)(=O)C=C)CN1C=NC2=CC(=CC=C2C1=O)NC(CCN1CCN(CC1)C)=O N-(3-((4-hydroxy-1-(2'-(vinylsulfonamido)-[1,1'-biphenyl]-4-carbonyl)piperidin-4-yl)methyl)-4-oxo-3,4-dihydroquinazolin-7-yl)-3-(4-methylpiperazin-1-yl)propanamide